(4aS,6aR,6aS,6bR,8aR,10S,12aR,14bS)-10-hydroxy-2,2,6a,6b,9,9,12a-heptamethyl-1,3,4,5,6,6a,7,8,8a,10,11,12,13,14b-tetradecahydropicene-4a-carboxylic acid C[C@]12CC[C@@H](C([C@@H]1CC[C@@]3([C@@H]2CC=C4[C@]3(CC[C@@]5([C@H]4CC(CC5)(C)C)C(=O)O)C)C)(C)C)O